5-(2-amino-4-bromo-5,6-difluoro-3-iodo-phenoxy)-2-fluoro-benzonitrile NC1=C(OC=2C=CC(=C(C#N)C2)F)C(=C(C(=C1I)Br)F)F